[2H]N(CCC1=CC(=C(C(=C1)OC)OC)OC)[2H] dideutero-3,4,5-trimethoxyphenethylamine